(3S)-3-amino-4-(2-chloro-4-{[(furan-2-yl)methyl]amino}-7-methylthieno[3,2-d]pyrimidin-6-yl)butan-1-ol dihydrochloride Cl.Cl.N[C@@H](CCO)CC1=C(C=2N=C(N=C(C2S1)NCC=1OC=CC1)Cl)C